2,4-di-tert-pentyl-phenol C(C)(C)(CC)C1=C(C=CC(=C1)C(C)(C)CC)O